C(C)N(C(C(=O)C1=CNC2=CC=C(C=C12)F)=O)CCC N-ethyl-2-(5-fluoro-1H-indol-3-yl)-2-oxo-N-propylacetamide